C1(=CC=CC=C1)[PH+](C1=CC=CC=C1)C1=CC=CC=C1.C=C ethylene triphenylphosphonium salt